Dihydroxysuccinimide OC1C(C(=O)NC1=O)O